4-thia-1-azabicyclo[3.2.0]heptane-2-carboxylic acid-4,4-dioxide N12C(CS(C2CC1)(=O)=O)C(=O)O